ClC1=CC=C(C=N1)C(=O)NC=1SC(=C(N1)C=1OC=CC1)C#N 6-chloro-N-(5-cyano-4-(furan-2-yl)thiazol-2-yl)pyridine-3-carboxamide